1,3-bis(2,6-diisopropylphenyl)imidazolinium CC(C)C1=C(C(=CC=C1)C(C)C)N2CC[N+](=C2)C3=C(C=CC=C3C(C)C)C(C)C